C(CCCC=C)C1C2(NC(C(N2)=O)C)CCC1 6-(hex-5-en-1-yl)-3-methyl-1,4-diazaspiro[4.4]nonan-2-one